O=C1C2=C(N=C(N1)[C@@H]1[C@H](CC1)N1N=C(C=C1)C(F)(F)F)N(N=C2C#N)[C@@H](C)C=2C=NC(=CC2)C(F)(F)F 4-Oxo-6-((1S,2S)-2-(3-(trifluoromethyl)-1H-pyrazol-1-yl)cyclobutyl)-1-((S)-1-(6-(trifluoromethyl)pyridin-3-yl)ethyl)-4,5-dihydro-1H-pyrazolo[3,4-d]pyrimidin-3-carbonitril